(1s,3r)-N1-(2-chloro-5-(trifluoromethyl)thieno[3,2-b]pyridin-7-yl)cyclohexane-1,3-diamine ClC1=CC2=NC(=CC(=C2S1)N[C@@H]1C[C@@H](CCC1)N)C(F)(F)F